N-(4,5,6-trifluoro-1,3-benzothiazol-2-yl)bicyclo[3.3.1]nonane-3-carboxamide FC1=C(C(=CC2=C1N=C(S2)NC(=O)C2CC1CCCC(C2)C1)F)F